N,N'-dihydroxyethylpiperazine ON1C(CN(CC1)O)CC